N-[2-(4-methylpiperazin-1-yl)-5-[4-(3-morpholinopropylcarbamoyl)triazol-1-yl]phenyl]-6-methylsulfonyl-4-(trifluoromethyl)pyridine-3-carboxamide CN1CCN(CC1)C1=C(C=C(C=C1)N1N=NC(=C1)C(NCCCN1CCOCC1)=O)NC(=O)C=1C=NC(=CC1C(F)(F)F)S(=O)(=O)C